OCC1(CC1)C=1C=CC(=NC1)COC1=NN=C(S1)NC(C1=CN=C(C=C1C1=C(C=CC=C1)OC)C)=O N-(5-((5-(1-(hydroxymethyl)cyclopropyl)pyridin-2-yl)methoxy)-1,3,4-thiadiazol-2-yl)-4-(2-methoxyphenyl)-6-methylnicotinamide